C1(CC1)C1=C(C(=NO1)C1=C(C=CC=C1Cl)Cl)COC1CCN(CC1)C1=CC=C(C=C1)C1=NNC(O1)=O 5-(4-(4-((5-cyclopropyl-3-(2,6-dichlorophenyl)isoxazol-4-yl)methoxy)piperidin-1-yl)phenyl)-1,3,4-oxadiazol-2(3H)-one